C(C)(C)(C)OC(=O)NCCCC1=[N+](NC=C1)C 3-((tert-butoxycarbonylamino)propyl)-2-methyl-1H-pyrazol-2-ium